1-(3-(2-(4-(methylsulfonyl)phenyl)furo[3,2-b]pyridin-7-yl)phenyl)cyclobutan-1-ol CS(=O)(=O)C1=CC=C(C=C1)C1=CC2=NC=CC(=C2O1)C=1C=C(C=CC1)C1(CCC1)O